O(C1=CC=CC=C1)C1=CC=C(C=C1)C=1NC=C(C1)Br (4-phenoxyphenyl)-4-bromo-pyrrole